Cl.C(C)(C)NC([C@H](CCCCNC(OCC1C2=CC=CC=C2C=2C=CC=CC12)=O)NC(=O)[C@H]1NCCC1)=O (9H-fluoren-9-yl)methyl ((S)-6-(isopropylamino)-6-oxo-5-((S)-pyrrolidine-2-carboxamido)hexyl)carbamate Hydrochloride